4-azepan-1-yl-2,2-diphenyl-butyramide N1(CCCCCC1)CCC(C(=O)N)(C1=CC=CC=C1)C1=CC=CC=C1